CC=1C=C(C=CC1OC=1C=NC=CC1)NC=1C2=C(N=CN1)SC1=C2CCN(C1)C(C=C)=O 1-(4-((3-methyl-4-(pyridin-3-yloxy)phenyl)amino)-5,8-dihydropyrido[4',3':4,5]thieno[2,3-d]pyrimidin-7(6H)-yl)prop-2-en-1-one